2,5-dichloro-3,6-dihydroxyl-p-benzoquinone ClC=1C(C(=C(C(C1O)=O)Cl)O)=O